O[C@H](C(=O)[O-])C.C(C)[NH+]1CCN(CC1)C1=C(C=C(C=C1)C(=O)N1CCC(CC1)C1=CC=C(C=C1)OC=1N=NC(=CC1)C(F)(F)F)NS(=O)(=O)CC1=CC=CC=C1 1-ethyl-4-(2-((phenylmethyl)sulfonamido)-4-(4-(4-((6-(trifluoromethyl)pyridazin-3-yl)oxy)phenyl)piperidine-1-carbonyl)phenyl)piperazin-1-ium (S)-2-hydroxypropanoate